C1(=CC=CC=C1)S(=O)(=O)N1C=C(C=2C1=NC=CN2)C=2SC=C(N2)C=2C=C(C=CC2)[C@@]2(CCC1=C2N=CS1)O (R,S)-4-(3-(2-(5-(phenylsulfonyl)-5H-pyrrolo[2,3-b]pyrazin-7-yl)thiazol-4-yl)phenyl)-5,6-dihydro-4H-cyclopenta[d]thiazol-4-ol